[S-]C#N.CN1C(=[N+](C=C1)C)C 1,2,3-trimethylimidazolium thiocyanate